(3-chloro-4-fluorophenyl)carbamimidothioate ClC=1C=C(C=CC1F)NC(=N)[S-]